3-((3,4-dimethoxyphenyl)sulfonyl)-N-(4-methylpiperazin-1-yl)-6-(trifluoromethoxy)quinolin-4-amine COC=1C=C(C=CC1OC)S(=O)(=O)C=1C=NC2=CC=C(C=C2C1NN1CCN(CC1)C)OC(F)(F)F